(2-(4-ethylpiperazin-1-yl)ethyl)-N-methylcarbamic acid methyl ester COC(N(C)CCN1CCN(CC1)CC)=O